FC1=C(C=CC(=C1C=1C=CC=2N(C1)C=NC2C2=CC=NO2)F)NS(=O)(=O)C=2C(=NC=C(C2)F)C N-[2,4-difluoro-3-[1-(1,2-oxazol-5-yl)imidazo[1,5-a]pyridin-6-yl]phenyl]-5-fluoro-2-methylpyridine-3-sulfonamide